2,6-dimethyloctan-3-ol CC(C)C(CCC(CC)C)O